2,4-diphenylimidazoline C1(=CC=CC=C1)C=1NCC(N1)C1=CC=CC=C1